N-(4-((2-amino-3-(1-methyl-1H-pyrazol-4-yl)pyridin-4-yl)oxy)-3-fluorophenyl)-1-phenyl-5-(Trifluoromethyl)-1H-pyrazole-4-carboxamide NC1=NC=CC(=C1C=1C=NN(C1)C)OC1=C(C=C(C=C1)NC(=O)C=1C=NN(C1C(F)(F)F)C1=CC=CC=C1)F